3-[1-(3-carboxy-2-chlorobenzoyl)-5-{[(5-chlorothiophen-2-yl)methyl]sulfanyl}-4-methyl-1H-pyrazol-3-yl]-1-(2,2-dimethylpropanoyl)piperidine-2-carboxylic acid C(=O)(O)C=1C(=C(C(=O)N2N=C(C(=C2SCC=2SC(=CC2)Cl)C)C2C(N(CCC2)C(C(C)(C)C)=O)C(=O)O)C=CC1)Cl